2-chloro-4-(3,3-dimethylbutylamino)-5-sulfamoyl-benzoic acid ClC1=C(C(=O)O)C=C(C(=C1)NCCC(C)(C)C)S(N)(=O)=O